tetrakis(phenyl)phosphine C1(=CC=CC=C1)P(C1=CC=CC=C1)(C1=CC=CC=C1)C1=CC=CC=C1